COC1=C(N)C=CC=C1C1=NC=CN=C1 2-methoxy-3-(pyrazin-2-yl)aniline